ClC=1C(=NC=CC1OC=1C=CC(=NC1)N)N=C(C1=CC=CC=C1)C1=CC=CC=C1 5-((3-chloro-2-((diphenylmethylene)amino)pyridin-4-yl)oxy)pyridin-2-amine